C(CCCCCCCCCCCCCCCCC)(=O)[N-]CC[N-]C(CCCCCCCCCCCCCCCCC)=O bis-stearoyl-ethylenediamide